CN1N=NC(=C1C)CCC1(CCC2(OCCO2)CC1)C1=CC=CC=C1 1,5-Dimethyl-4-(2-(8-phenyl-1,4-dioxaspiro[4.5]decan-8-yl)ethyl)-1H-1,2,3-triazole